2,2-diphenyl-1,3-dioxane-4,6-dione C1(=CC=CC=C1)C1(OC(CC(O1)=O)=O)C1=CC=CC=C1